(4-(4-((tert-butyldimethylsilyl)oxy)butyl)-2-isopropylpyridin-3-yl)ammonia [Si](C)(C)(C(C)(C)C)OCCCCC1=C(C(=NC=C1)C(C)C)N